O1C(=CC2=C1C=CC=C2)C(C)=O 1-(benzofuran-2-yl)ethan-1-one